C(=O)(O)C(C(=O)O)(C(=O)O)NC1=CC=CC=C1 tricarboxymethylaniline